5-(3-(2-chlorophenyl)-1,2,4-oxadiazol-5-yl)-1-((5-cyclopropyl-1,2,4-oxadiazol-3-yl)methyl)pyridin-2(1H)-one ClC1=C(C=CC=C1)C1=NOC(=N1)C=1C=CC(N(C1)CC1=NOC(=N1)C1CC1)=O